CC1(CC1)C#CC1=CC=C2C(=NC=NN21)N 7-((1-methylcyclopropyl)ethynyl)pyrrolo[2,1-f][1,2,4]triazin-4-amine